ClC1=CC=C(C(=N1)C(=O)N)O[C@H](C)C=1C=C(C=C2C(C(=C(OC12)C=1C=C2C(N(CC2=CC1)C)=O)C)=O)C 6-Chloro-3-[(1R)-1-[3,6-dimethyl-2-(2-methyl-3-oxo-isoindolin-5-yl)-4-oxo-chromen-8-yl]ethoxy]pyridine-2-carboxamide